2-(2,4-dichlorophenyl)-3-aminomethyl-4-(1,2,4-triazol-1-yl)methyl-6-methoxyquinoline ClC1=C(C=CC(=C1)Cl)C1=NC2=CC=C(C=C2C(=C1CN)CN1N=CN=C1)OC